1-(3,5-dichloro-2-hydroxymethylphenyl)-3-[3-(2-hydroxyethylamino)-5-trifluoromethoxyphenyl]urea ClC=1C(=C(C=C(C1)Cl)NC(=O)NC1=CC(=CC(=C1)OC(F)(F)F)NCCO)CO